2-oxo-4-(piperazin-1-ylmethyl)-2H-benzopyran-7-yldimethylcarbamate O=C1OC2=C(C(=C1)CN1CCNCC1)C=CC(=C2)CN(C([O-])=O)C